[C@@H]12OC[C@@H](N(C1)CC(=O)NC=1N=CC3=CC=C(C=C3C1)C1=CN=CS1)C2 2-((1s,4s)-2-oxa-5-azabicyclo[2.2.1]heptan-5-yl)-N-(6-(thiazol-5-yl)isoquinolin-3-yl)acetamide